C(C)(C)(C)NN(CCO)CCO N-(tert-butylamino)diethanolamine